(3bS,4aR)-3-(trifluoromethyl)-1,3b,4,4a-tetrahydro-5H-cyclopropa[3,4]cyclopenta[1,2-c]pyrazol-5-one FC(C=1C2=C(NN1)C([C@H]1[C@@H]2C1)=O)(F)F